CS(=O)(=O)C=1N=CC2=C(N1)N(C(=C2)C#N)[C@H]2COCCC2 |r| racemic-2-methylsulfonyl-7-tetrahydropyran-3-yl-pyrrolo[2,3-d]pyrimidine-6-carbonitrile